C(CCC)C1=CC=C(C=C1)S[SH+]SC1=CC=CC=C1 4-butylphenylthiophenylthiosulfonium